6-((4-((tert-butyldiphenylsilyl)oxy)butyl)amino)-11-((2-((3-cyclohexylpropanoyl)-oxy)-octyl)thio)undecyl cyclopentadecanecarboxylate C1(CCCCCCCCCCCCCC1)C(=O)OCCCCCC(CCCCCSCC(CCCCCC)OC(CCC1CCCCC1)=O)NCCCCO[Si](C1=CC=CC=C1)(C1=CC=CC=C1)C(C)(C)C